tert-butyl (S)-3-((4-(N-(tert-butoxycarbonyl)-N-(thiazol-4-yl)sulfamoyl)-2-chloro-3,5-difluorophenyl)amino)pyrrolidine-1-carboxylate C(C)(C)(C)OC(=O)N(S(=O)(=O)C1=C(C(=C(C=C1F)N[C@@H]1CN(CC1)C(=O)OC(C)(C)C)Cl)F)C=1N=CSC1